(6S)-6-amino-1'-[7-(3-chloro-2-methyl-4-pyridinyl)-6-methyl-pyrazolo[1,5-a]pyrazin-4-yl]spiro[4,6-dihydro-cyclopenta[d]thiazol-5,4'-piperidine]-2-ol hydrochloride Cl.N[C@@H]1C2=C(N=C(S2)O)CC12CCN(CC2)C=2C=1N(C(=C(N2)C)C2=C(C(=NC=C2)C)Cl)N=CC1